tert-Butyl (3R,5S)-3,5-dimethyl-4-phenylpiperazine-1-carboxylate C[C@@H]1CN(C[C@@H](N1C1=CC=CC=C1)C)C(=O)OC(C)(C)C